S(=O)(=O)(OCCCCCCCC)[O-] n-Octyl sulfate